C1(CC1)C1=NC(=CC=C1OC[C@@H]1C[C@H](CCC1)C(=O)[O-])C=1N=NN(C1C=O)C (1S,3S)-3-((2-cyclopropyl-6-(5-formyl-1-methyl-1H-1,2,3-triazol-4-yl)pyridine-3-yl)oxy)methylcyclohexanecarboxylate